1-tert-butyl-4-hydroxy-5-methyl-pyrazol C(C)(C)(C)N1N=CC(=C1C)O